3-(4-((1s,4s)-4-(4-(4-(3-amino-6-(2-hydroxyphenyl)pyridazin-4-yl)-1H-pyrazol-1-yl)piperidin-1-yl)cyclohexyl)indolin-1-yl)piperidine-2,6-dione NC=1N=NC(=CC1C=1C=NN(C1)C1CCN(CC1)C1CCC(CC1)C1=C2CCN(C2=CC=C1)C1C(NC(CC1)=O)=O)C1=C(C=CC=C1)O